ClC1=C(C=CC=C1NC=1C=NC(=CC1)C(F)(F)F)[C@@]1(CC(N(C(N1)=N)C1CCOCC1)=O)C (6S)-6-(2-Chloro-3-{[6-(trifluoromethyl)pyridin-3-yl]amino}phenyl)-2-imino-6-methyl-3-(tetrahydropyran-4-yl)hexahydropyrimidin-4-one